3-(4-phenoxyphenyl)-1-(piperidin-4-yl)-1H-pyrazolo(3,4-d)pyrimidin-4-amine O(C1=CC=CC=C1)C1=CC=C(C=C1)C1=NN(C2=NC=NC(=C21)N)C2CCNCC2